Br[Si](CCCC#N)(C(C)C)Br 4-[dibromo(i-propyl)silyl]butanenitrile